CC1=C(C(=CC=C1)C)NS(=O)(=O)C=1C=C(C=NC1OC)NC(=O)C1=CC2=C(N(N=C2C)C)S1 N-(5-(N-(2,6-dimethylphenyl)sulfamoyl)-6-methoxypyridin-3-yl)-1,3-dimethyl-1H-thieno[2,3-c]pyrazole-5-carboxamide